C(C)OC(CC1=CC(=CC=C1)C=1C(NC2=CC(=C(C=C2C1)C1=CC=C(C=C1)N(C)C)Cl)=O)=O 2-(3-(7-chloro-6-(4-(dimethylamino)phenyl)-2-oxo-1,2-dihydroquinolin-3-yl)phenyl)acetic acid ethyl ester